1-((5-(5-(difluoromethyl)-1,3,4-oxadiazole-2-yl)pyridine-2-yl)methyl)-3-methyl-5-(5-methylfuran-2-yl)-1,3-dihydro-2H-benzo[d]imidazole-2-one FC(C1=NN=C(O1)C=1C=CC(=NC1)CN1C(N(C2=C1C=CC(=C2)C=2OC(=CC2)C)C)=O)F